3-trifluoromethyl-5,10-dihydro-11H-dibenzo[b,e][1,4]diazepin-11-one FC(C=1C=CC2=C(NC3=C(NC2=O)C=CC=C3)C1)(F)F